methyl 2'-bromo-4-(3-chloroanilino)-4'-fluorospiro[cyclohexane-1,1'-indene]-4-carboxylate BrC=1C2(C3=CC=CC(=C3C1)F)CCC(CC2)(C(=O)OC)NC2=CC(=CC=C2)Cl